O[C@H](CC(=O)NC)C=1SC=CC1 (R)-3-hydroxy-N-methyl-3-(thiophen-2-yl)propanamide